ClCCCCCCOCCOCCN 2-(2-((6-chlorohexyl)oxy)ethoxy)ethan-1-amine